C(C)S(=O)(=O)C1=CC=C(C=C1)Cl 4-(ethylsulfonyl)chlorobenzene